ClC1=C(C=C(C=C1)F)[C@@H]([C@@H](C)C=1N(C(C(=C(N1)C(=O)NC=1C=NOC1)O)=O)C)C=1C=NN(C1)CC(C)(C)OC 2-((1S,2R)-1-(2-chloro-5-fluorophenyl)-1-(1-(2-methoxy-2-methylpropyl)-1H-pyrazol-4-yl)propan-2-yl)-5-hydroxy-N-(isoxazol-4-yl)-1-methyl-6-oxo-1,6-dihydropyrimidine-4-carboxamide